[1-(hydroxymethyl)-cyclopropyl]methanol OCC1(CC1)CO